3-benzyl-7b-methyl-2-phenyl-2a,7b-dihydro-3H-cyclobuta[b]indole C(C1=CC=CC=C1)N1C2C(C=3C=CC=CC13)(C=C2C2=CC=CC=C2)C